C(C)OC=1C(=CC=2C(=C3C(=NC2C1)CCOCC3)NC3CCN(CC3)C)OC N-{8-ethoxy-9-methoxy-1H,2H,4H,5H-oxepino[4,5-b]quinolin-11-yl}-1-methylpiperidin-4-amine